ClC1=C(C(=CC(=C1)C#N)Cl)NC=1N(C2=NC(=NC=C2N1)N[C@H]1C[C@@H](CCC1)O)C1CCC(CC1)C(=O)N (1S,4s)-4-(8-(2,6-dichloro-4-cyanophenylamino)-2-((1R,3R)-3-hydroxycyclohexylamino)-9H-purin-9-yl)cyclohexanecarboxamide